4,5,6,7-tetrahydro-1H-1,3-diazepine N1C=NCCCC1